5-(5-(((1s,2r,3r,5r)-2-fluoro-1,5-dimethyl-9-azabicyclo[3.3.1]non-3-yl)oxy)pyrazin-2-yl)-2-(1H-imidazol-1-yl)pyridin-4-ol F[C@@H]1[C@@]2(CCC[C@](C[C@H]1OC=1N=CC(=NC1)C=1C(=CC(=NC1)N1C=NC=C1)O)(N2)C)C